3,4'-dichloro-N-{[(4R)-4-cyclopropyl-2,5-dioxoimidazolidin-4-yl]methyl}[1,1'-biphenyl]-2-carboxamide ClC1=C(C(=CC=C1)C1=CC=C(C=C1)Cl)C(=O)NC[C@]1(NC(NC1=O)=O)C1CC1